ethyl 4-(6-(4-((5-chloro-3-fluoropyridin-2-yl) oxy) phenyl) pyridin-2-yl)-3-oxobutyrate ClC=1C=C(C(=NC1)OC1=CC=C(C=C1)C1=CC=CC(=N1)CC(CC(=O)OCC)=O)F